4-{5-[(4-hydroxybenzylidene)amino]-1,3,4-thiadiazol-2-yl}catechol OC1=CC=C(C=NC2=NN=C(S2)C=2C=C(C(O)=CC2)O)C=C1